FC(C(=O)O)(F)F.N1=CC=CC=C1C(=O)N pyridin-6-carboxamide trifluoroacetate